1-(4-(2-((tert-butoxycarbonyl)amino)acetamido)-2-(ethoxymethyl)-1H-imidazo[4,5-c]quinolin-1-yl)-2-methylpropan C(C)(C)(C)OC(=O)NCC(=O)NC1=NC=2C=CC=CC2C2=C1N=C(N2CC(C)C)COCC